C(C)(SCCN1N=NC(=C1)C(C)(C)NC(=O)C=1C=NC2=CC=CC=C2C1)=O S-2-(4-(2-(quinoline-3-carboxamido)propan-2-yl)-1H-1,2,3-triazol-1-yl)ethyl ethanethioate